C(C1=CC=CC=C1)OCC(C)=O 1-(Benzyloxy)propan-2-one